2-(7-(((2-(2,6-dioxopiperidin-3-yl)-4-fluoro-1-oxoisoindoline-5-yl)methyl)amino)-1-Oxoisoindolin-2-yl)-2-(5-fluoro-2-hydroxyphenyl)-N-(thiazol-2-yl)acetamide O=C1NC(CCC1N1C(C2=CC=C(C(=C2C1)F)CNC=1C=CC=C2CN(C(C12)=O)C(C(=O)NC=1SC=CN1)C1=C(C=CC(=C1)F)O)=O)=O